NC=1C=C(C=CC1)COCCOCCNC(OC(C)(C)C)=O tert-butyl N-[2-[2-[(3-aminophenyl)methoxy]ethoxy]ethyl]carbamate